4'-(cyclopropanecarbonyl)-N-cyclopropyl-6-methyl-[1,1'-biphenyl]-3-carboxamide C1(CC1)C(=O)C1=CC=C(C=C1)C1=CC(=CC=C1C)C(=O)NC1CC1